CC1=CC=CC=2NC(=NC21)S 4-Methyl-1H-benzo[d]imidazole-2-thiol